N(N)C1=NC=C(C(=O)O)C=C1 6-hydrazino-nicotinic acid